CP(OP(OP(=O)(O)C)(=O)O)(=O)O dimethyltriphosphonic acid